ClC1=CC(=NC2=CC(=CC=C12)C(=O)N)C1=CC(=CC=C1)C(F)(F)F 4-chloro-2-(3-(trifluoromethyl)phenyl)quinoline-7-carboxamide